C1(=CC=CC=2CCCCC12)C=O 5,6,7,8-Tetrahydronaphthalene-1-carboxaldehyde